C(C)(=O)C=1C=C2COC(C2=CC1)=O 5-acetylisobenzofuran-1(3H)-one